4-((benzyloxy)methyl)-6-bromo-2-(difluoromethyl)-1,2,4-triazine-3,5(2H,4H)-dione C(C1=CC=CC=C1)OCN1C(N(N=C(C1=O)Br)C(F)F)=O